N=1C(N=C2C1C=NC=N2)=O IMIDAZO-PYRIMIDONE